2-(5-((4-([1,1'-biphenyl]-3-yl)-5-chloropyrimidin-2-yl)amino)pyridin-3-yl)-8-(9-bromononanoyl)-2,8-diazaspiro[4.5]decan-1-one C1(=CC(=CC=C1)C1=NC(=NC=C1Cl)NC=1C=C(C=NC1)N1C(C2(CC1)CCN(CC2)C(CCCCCCCCBr)=O)=O)C2=CC=CC=C2